nonyl (2-(4-pentadecanoylpiperazin-1-yl)ethyl) hydrogen phosphate P(=O)(OCCCCCCCCC)(OCCN1CCN(CC1)C(CCCCCCCCCCCCCC)=O)O